C1(CC1)C1=NN(C(=C1F)C1CC1)CC(=O)N1[C@@H]([C@@H](CC1)O)C1=C(C(=CC=C1)OC)C 2-(3,5-Dicyclopropyl-4-fluoro-pyrazol-1-yl)-1-[(2R,3R)-3-hydroxy-2-(3-methoxy-2-methyl-phenyl)pyrrolidin-1-yl]ethanone